O[C@H](C(=O)N1CC2C(C1)CC(C2)N(C2=C1C(=NC=C2C#N)NC=C1)C)C 4-{[2-((2S)-2-hydroxypropionyl)-hexahydrocyclopenta[c]pyrrol-5-yl]-methyl-amino}-1H-pyrrolo[2,3-b]pyridine-5-carbonitrile